(3-chloro-5-(methylsulfonyl)phenyl)-1-(piperidin-4-yl)-1H-pyrazole-4-carboxamide ClC=1C=C(C=C(C1)S(=O)(=O)C)C1=NN(C=C1C(=O)N)C1CCNCC1